(R)-2-(3-(2-Ethynylthiazol-4-yl)ureido)-N-methyl-2-(4-(4-oxo-3,4-dihydro-quinazolin-5-yl)phenyl)acetamide C(#C)C=1SC=C(N1)NC(N[C@@H](C(=O)NC)C1=CC=C(C=C1)C1=C2C(NC=NC2=CC=C1)=O)=O